2-(4-(1-(pyridin-2-yl)imidazo[1,5-a]pyridin-3-yl)phenyl)-1,10-phenanthroline N1=C(C=CC=C1)C=1N=C(N2C1C=CC=C2)C2=CC=C(C=C2)C2=NC1=C3N=CC=CC3=CC=C1C=C2